C1(CC1)C(=O)C1=CC=C2CCC=3C=CC=C1C32 5-cyclopropanecarbonylacenaphthene